C(C)(C)C1=C(C=CC=C1)N1/C(/SCC1=O)=N/N=C/C1=CC=C(C=C1)C1=NN(C=N1)C1=CC=C(C=C1)OC(F)(F)F (2Z)-3-(2-isopropylphenyl)-2-[(E)-[4-[1-[4-(trifluoro-methoxy)phenyl]-1,2,4-triazol-3-yl]phenyl]methylenehydrazono]thiazolidin-4-one